[Si](C1=CC=CC=C1)(C1=CC=CC=C1)(C(C)(C)C)OC1CC(N(CC1)C(=O)OCC1=CC=CC=C1)(C)COC benzyl 4-((tert-butyldiphenylsilyl) oxy)-2-(methoxymethyl)-2-methylpiperidine-1-carboxylate